(R,E)-tert-butyl-2-(2-(N-(tert-butoxycarbonyl)sulfamyl)vinyl)pyrrolidine-1-carboxylate C(C)(C)(C)OC(=O)N1[C@H](CCC1)\C=C\S(NC(=O)OC(C)(C)C)(=O)=O